CC(C)C[C@@H](C(=O)N[C@@H](CO)C(=O)N[C@@H](CCC(=O)O)C(=O)N[C@@H](C(C)O)C(=O)N[C@@H](CCC(=O)O)C(=O)N[C@@H](C(C)O)C(=O)N[C@@H](CCCCNC(=O)C)C(=O)N[C@H](CC(C)C)C(=O)O)N The molecule is an eight-membered oligopeptide comprising L-leucine, L-serine, L-glutamic acid, L-threonine, L-glutamic acid, L-threonine, N(6)-acetyl-L-lysine and D-leucine residues coupled in sequence.